N[C@H](C(=O)N[C@@H](C(=O)OC)CC)CO methyl (R)-2-((S)-2-amino-3-hydroxypropanamido)butanoate